(4-piperidinyl)-1H-benzimidazol-2-one N1CCC(CC1)N1C(NC2=C1C=CC=C2)=O